5-amino-N-{4-[(3S,5R)-3-amino-5-methylpiperidin-1-yl]-(7R)-7-hydroxy-6,7-dihydro-5H-cyclopenta[b]pyridin-3-yl}-2-(2,6-difluorophenyl)-1,3-thiazole-4-carboxamide NC1=C(N=C(S1)C1=C(C=CC=C1F)F)C(=O)NC=1C(=C2C(=NC1)[C@@H](CC2)O)N2C[C@H](C[C@H](C2)C)N